ClCCC(=O)N1CCC(CC1)NC(OC(C)(C)C)=O tert-butyl N-[1-(3-chloropropanoyl)-4-piperidyl]carbamate